4-[1-(5,7-dihydrofuro[3,4-d]pyrimidin-2-yl)-4-fluoro-piperidine-4-carbonyl]-3,5-dihydro-2H-pyrido[3,4-f][1,4]oxazepine-9-carbonitrile N1=C(N=CC2=C1COC2)N2CCC(CC2)(C(=O)N2CCOC1=C(C2)C=NC=C1C#N)F